FC(C(=O)NC=1C(=C(C=CC1F)NC(C1=CC(=CC=C1)C)=O)F)F N-(3-(2,2-difluoroacetamido)-2,4-difluorophenyl)-3-methylbenzamide